C(C)[C@@H]1CN(CC[C@H]1OC1=NC=C(C=C1)OC(C)C)C1=CC(N(C=2C=CC(=NC12)C#N)C)=O 8-((3R,4R)-3-ethyl-4-((5-isopropoxypyridin-2-yl)oxy)piperidin-1-yl)-5-methyl-6-oxo-5,6-dihydro-1,5-naphthyridine-2-carbonitrile